NC1=C2C(=NC=N1)N(N=C2C2=NOC(=C2C2=NC=C(C=N2)C2CCN(CC2)C(=O)OCC(=O)O)C2CC2)C(C)(C)C 2-((4-(2-(3-(4-amino-1-(tert-butyl)-1H-pyrazolo[3,4-d]pyrimidin-3-yl)-5-cyclopropylisoxazol-4-yl)pyrimidin-5-yl)piperidine-1-carbonyl)oxy)acetic acid